FC=1C(NC(N([C@]2(C([C@H](OC(C)=O)[C@@H](COC(C)(C)C)O2)(C)C)[SiH3])C1)=O)=O 5-Fluoro-3'-O-acetyl-5'-O-tert-butyldimethyl-silyl-2'-deoxyuridine